C(CCCCCCC)C1CCC(O1)=O 5-octyl-tetrahydrofuran-2-one